(8-chloro-3,4-dihydro-2H-benzo[b][1,4]oxazin-7-yl)(piperidin-1-yl)methanone ClC1=C(C=CC2=C1OCCN2)C(=O)N2CCCCC2